(3R)-3-{[2-(5-Methylthiophen-3-yl)[1,2,4]triazolo[1,5-c]quinazolin-5-yl]amino}pyrrolidin-2-one CC1=CC(=CS1)C1=NN2C(=NC=3C=CC=CC3C2=N1)N[C@H]1C(NCC1)=O